(2S)-2-amino-4-(3,4-dichloro-5-cyano-phenyl)butanoic acid N[C@H](C(=O)O)CCC1=CC(=C(C(=C1)C#N)Cl)Cl